C12COCC2C1CN(C(C(=O)O)=O)CC=1C=CC2=C(N=CS2)C1 2-(((3-oxabicyclo[3.1.0]hexan-6-yl)methyl)(benzo[d]thiazol-5-ylmethyl)amino)-2-oxoacetic acid